6-((S)-4-((R)-1-(2-aminopyridin-3-yl)ethyl)-8-chloro-10-fluoro-5,6-dihydro-4H-[1,4]oxazepino[5,6,7-de]quinazolin-9-yl)-4-methyl-5-(trifluoromethyl)pyridin-2-amine NC1=NC=CC=C1[C@@H](C)N1CCOC=2C=3C1=NC=NC3C(=C(C2Cl)C2=C(C(=CC(=N2)N)C)C(F)(F)F)F